C(C)(=O)N1CCN(CC1)C=1C=CC(=C(C1)NC(OC(C)(C)C)=O)N tert-butyl (5-(4-acetylpiperazin-1-yl)-2-aminophenyl)carbamate